1,2-bis(2-cyanoethoxy)ethane C(#N)CCOCCOCCC#N